C(CCC)C1=C(C(=CC=C1)C(C)C)N=C=NC1=C(C=CC=C1C(C)C)CCCC bis(2-butyl-6-isopropylphenyl)carbodiimide